C(#N)C1=CC=C(C=C1)C=1N=C(SC1)CNC(CCC=C)=O 4-(4-Cyanophenyl)-2-(pent-4-enamidomethyl)thiazole